Cl.Cl.FC1=C2CN=C(NC2=CC=C1)SCC1=CSC=2N1CC1=C(CN2)C=CC=C1 3-(((5-fluoro-1,4-dihydroquinazolin-2-yl)thio)methyl)-5,10-dihydrobenzo[e]thiazolo[3,2-a][1,3]diazepine dihydrochloride